BrC1=CC(=C(C(=C1)C)S(=O)(=O)Cl)C 4-bromo-2,6-dimethylbenzenesulfonyl chloride